C(C=C)N1N(C2=NC(=NC=C2C1=O)NC1=CC=C(C=C1)N1CCC2(CN(C2)C(=O)OC(C)(C)C)CC1)C1=NC=2C(CCCC2C=C1)O tert-butyl 7-(4-((2-allyl-1-(8-hydroxy-5,6,7,8-tetrahydroquinolin-2-yl)-3-oxo-2,3-dihydro-1H-pyrazolo[3,4-d]pyrimidin-6-yl)amino)phenyl)-2,7-diazaspiro[3.5]nonane-2-carboxylate